3-acrylamidopropyl-trimethylsilane C(C=C)(=O)NCCC[Si](C)(C)C